NC1=NNC2=C1C(=NC=C2C2=NC=C(C=N2)F)C2=CC=C(CNC(C1=C(C=CC(=C1)F)OC)=O)C=C2 N-(4-(3-amino-7-(5-fluoropyrimidin-2-yl)-1H-pyrazolo[4,3-c]pyridin-4-yl)benzyl)-5-fluoro-2-methoxybenzamide